2-(2-Chloro-3,5-difluorobenzylidene)hydrazinecarboximidamide ClC1=C(C=NNC(N)=N)C=C(C=C1F)F